ClC1=CC=C(C=C1)\C(=C(/CC)\C1=CC=CC=C1)\C1=CC=C(OCCN2CCN(CC2)CC2CCNCC2)C=C1 (E)-1-(2-(4-(1-(4-chlorophenyl)-2-phenylbut-1-en-1-yl)phenoxy)ethyl)-4-(piperidin-4-ylmethyl)piperazine